6-ethoxy-4-(6-(5-((6-methoxypyridin-3-yl)methyl)-2,5-diazaspiro[3.4]octan-2-yl)pyridin-3-yl)-1H-pyrazolo[3',4':3,4]pyrazolo[1,5-a]pyridine C(C)OC=1C=C(C=2N(C1)N=C1C2C=NN1)C=1C=NC(=CC1)N1CC2(C1)N(CCC2)CC=2C=NC(=CC2)OC